CC1(OCC(O1)[C@@H]1C(=C(C(O1)=O)OC)OC)C (5R)-5-(2,2-dimethyl-1,3-dioxolan-4-yl)-3,4-dimethoxyfuran-2(5H)-one